ClC=1C(=NC(=NC1)N[C@@H]1CC[C@H](CC1)NC(C)=O)C=1C=NN(C1)C1=CC(NC=C1)=O trans-N-((1r,4r)-4-((5-chloro-4-(1-(2-oxo-1,2-dihydropyridin-4-yl)-1H-pyrazol-4-yl)pyrimidin-2-yl)amino)cyclohexyl)acetamide